N(=NB)B Azoborane